FC1=CC=C(CN2N=CC(=C2)CNC=2N=C3N([C@H](C(N4C3=C(N2)CCC4)=O)C)C)C=C1 (S)-2-(((1-(4-fluorobenzyl)-1H-pyrazol-4-yl)methyl)amino)-4,5-dimethyl-4,5,9,10-tetrahydro-6H,8H-pyrido[3,2,1-de]pteridin-6-one